(1R)-1-(14-fluoro-5,9-dioxa-2,11,18-triazatetracyclo[8.8.0.02,7.012,17]octadeca-1(18),10,12(17),13,15-pentaen-16-yl)ethanamine FC1=CC=2N=C3OCC4COCCN4C3=NC2C(=C1)[C@@H](C)N